3-(aminomethyl)-5-(trifluoromethyl)aniline NCC=1C=C(N)C=C(C1)C(F)(F)F